C(C)(C)(C)OC(=O)N[C@@H]1CN(CCC1)C=1C=C(C(=O)O)C=CC1NC(=O)C=1NC(=C(C1Cl)Cl)C (S)-3-(3-((tert-butoxycarbonyl)amino)piperidin-1-yl)-4-(3,4-dichloro-5-methyl-1H-pyrrole-2-carboxamido)benzoic acid